C1(CC1)NC=1OC=C(N1)C#N 2-(cyclopropylamino)oxazole-4-carbonitrile